C(C1=CC=CC=C1)OC1=C2C(=C(N(C2=CC=C1)C1=CC=C(C=C1)F)C(C)C)I 4-benzyloxy-1-(4-fluorophenyl)-3-iodo-2-isopropyl-indole